C(C1=CC=CC=C1)(=O)O[C@@H]1C[C@@H]2COC3=C(C(N2C1)=O)C(=C(C(=C3)C)Cl)OCC3(CC3)F (2R,11aR)-7-chloro-6-((1-fluorocyclopropyl)methoxy)-8-methyl-5-oxo-2,3,11,11a-tetrahydro-1H,5H-benzo[f]Pyrrolo[2,1-c][1,4]oxazepin-2-yl benzoate